CN(CCCNC1=C2C(C=3C=CC(=CC3C(C2=C(C=C1)NCCCN(C)C)=O)C(=O)O)=O)C 5,8-bis((3-(dimethylamino)propyl)amino)-9,10-dioxo-9,10-dihydroanthracene-2-carboxylic acid